ClC1=NC=C(C(=O)NC=2C(=NC=CC2C2=C(C=CC(=C2)F)F)C2CCC(CC2)(F)F)C=C1F 6-chloro-N-(2-(4,4-difluorocyclohexyl)-4-(2,5-difluorophenyl)pyridin-3-yl)-5-fluoronicotinamide